N-(3-ethynyl-2-fluorophenyl)-7-methoxyquinazoline-4-amine C(#C)C=1C(=C(C=CC1)NC1=NC=NC2=CC(=CC=C12)OC)F